tert-butyl 3-(5-(oxetan-3-yl) furan-2-yl)-5,6-dihydro-[1,2,4]triazolo[4,3-a]pyrazine-7(8H)-carboxylate O1CC(C1)C1=CC=C(O1)C1=NN=C2N1CCN(C2)C(=O)OC(C)(C)C